3-(3-bromo-4-fluorophenyl)-8-((2-chloropyrimidin-5-yl)methyl)pyrido[2,3-d]pyrimidine-2,4(3H,8H)-dione BrC=1C=C(C=CC1F)N1C(N=C2C(C1=O)=CC=CN2CC=2C=NC(=NC2)Cl)=O